ClC1=C(OC2=NC=C(C(=C2)S(=O)(=O)NC2CC(C2)(C)C)O)C(=CC(=C1)N1N=C(C(NC1=O)=O)C(F)F)Cl 2-[2,6-dichloro-4-[6-(difluoromethyl)-3,5-dioxo-1,2,4-triazin-2-yl]phenoxy]-5-hydroxy-N-(3,3-dimethylcyclobutyl)-pyridine-4-sulfonamide